(R)-N-(5-(1-(4-(chloromethyl)benzyl)piperidin-4-yl)pyridin-2-yl)-5-fluoro-4-(4-methyl-5,6,7,8-tetrahydro-4H-pyrazolo[1,5-a]azepin-3-yl)pyrimidin-2-amine ClCC1=CC=C(CN2CCC(CC2)C=2C=CC(=NC2)NC2=NC=C(C(=N2)C=2C=NN3C2[C@@H](CCCC3)C)F)C=C1